N-Methyl-3-(2-(4-(3-(2-((4-(((2S,4R)-2-methyl-1-propionyl-1,2,3,4-tetrahydroquinolin-4-yl)amino)phenyl)amino)-2-oxoethyl)ureido)phenoxy)ethyl)benzamide CNC(C1=CC(=CC=C1)CCOC1=CC=C(C=C1)NC(=O)NCC(=O)NC1=CC=C(C=C1)N[C@@H]1C[C@@H](N(C2=CC=CC=C12)C(CC)=O)C)=O